COC1=CC=C(C=N1)C1=CC(=NC2=C(N=CC=C12)C1=CC=NN1)N1CCOCC1 4-(6-methoxypyridin-3-yl)-2-(morpholin-4-yl)-8-(1H-pyrazol-5-yl)-1,7-naphthyridine